8-Methyl-5,10-dihydroindeno[1,2-b]indole CC1=CC=2C3=C(NC2C=C1)C1=CC=CC=C1C3